FC=1C=C(C=C(C1)F)[C@@H]([C@H]1CN2C(C=3N1N=CC(C3O)=O)=NC=C2)C2=CC=C(C=C2)F (S)-6-((S)-(3,5-difluorophenyl)(4-fluorophenyl)methyl)-11-hydroxy-5H-imidazo[2',1':3,4]pyrazino[1,2-b]pyridazin-10(6H)-one